CCCCCCCC/C=C\CCCCCCCC(=O)O[C@H](COC(=O)CCCCCC/C=C\C/C=C\C/C=C\CCCCC)COP(=O)(O)OC[C@H](CO)O 1-(8Z,11Z,14Z-eicosatrienoyl)-2-(9Z-octadecenoyl)-glycero-3-phospho-(1'-sn-glycerol)